1-[2-methyl-4-({(1R)-1-[2-methyl-3-(trifluoromethyl)phenyl]ethyl}amino)quinazolin-6-yl]-1lambda5-phospholan-1-one CC1=NC2=CC=C(C=C2C(=N1)N[C@H](C)C1=C(C(=CC=C1)C(F)(F)F)C)P1(CCCC1)=O